(2R,4aS,6aS,9S,12bR,14aS,14bR)-9-methoxy-2,4a,6a,9,12b,14a-hexamethyl-10,11-dioxo-1,2,3,4,4a,5,6,6a,9,10,11,12b,13,14,14a,14b-hexadecahydropicene-2-carbonyl fluoride CO[C@]1(C2=CC=C3[C@]4(CC[C@]5(CC[C@](C[C@H]5[C@@]4(CC[C@]3(C2=CC(C1=O)=O)C)C)(C(=O)F)C)C)C)C